N1C(=NC2=C1C=CC=C2)C=2C=C(C=CC2)C2=NN(C(=C2CC2=CC(=C(C=C2)S(N)(=O)=O)F)CC2CC2)C=2SC=C(N2)C(=O)O 2-(3-(3-(1H-benzo[d]imidazol-2-yl)phenyl)-5-(cyclopropylmethyl)-4-(3-fluoro-4-sulfamoylbenzyl)-1H-pyrazol-1-yl)thiazole-4-carboxylic acid